(2R,3R)-methyl 2-fluoro-3-(4-fluorophenyl)-3-hydroxy-2-methylpropanoate F[C@@](C(=O)OC)([C@H](O)C1=CC=C(C=C1)F)C